cis-1-(5-cyclopropyl-1,3,4-oxadiazol-2-yl)-N-(3-(5-fluoropyrimidin-2-yl)-4-methylphenyl)-3-methyl-6-azabicyclo[3.1.1]heptane-6-carboxamide C1(CC1)C1=NN=C(O1)C12CC(CC(N1C(=O)NC1=CC(=C(C=C1)C)C1=NC=C(C=N1)F)C2)C